ClC1=CC=C(C=C1)C1=C(CCC(C1)(C)C)CN1CC2C(C1)CN(C2)C(=O)C=2C=C1C(N(C(C1=CC2)=O)C2C(NC(CC2)=O)=O)=O 5-(5-((4'-chloro-5,5-dimethyl-3,4,5,6-tetrahydro-[1,1'-biphenyl]-2-yl)methyl)octahydropyrrolo[3,4-c]pyrrole-2-carbonyl)-2-(2,6-dioxopiperidin-3-yl)isoindoline-1,3-dione